C12CCC(CC1)N2C=2C=CC1=C(C2)[Si]2(CCCCC2)C2=C(C13OC(C1=CC=C(C=C13)C(=O)OC(C)(C)C)=O)C=CC(=C2)N2C1CCC2CC1 tert-butyl 3',7'-di(7-azabicyclo[2.2.1]heptan-7-yl)-3-oxo-3H-dispiro[isobenzofuran-1,10'-dibenzo[b,e]siline-5',1''-silinane]-6-carboxylate